C1(=CC=C(C=C1)C=NC(CO)CO)C=NC(CO)CO 2,2'-((1,4-phenylenebis(methanylylidene))bis(azanylylidene))bis(propane-1,3-diol)